4-((5-(2-(Dimethylphosphoryl)phenyl)furan-2-yl)methylene-3-methyl-5-oxo-4,5-dihydro-1H-pyrazol-1-yl)benzoic acid CP(=O)(C)C1=C(C=CC=C1)C1=CC=C(O1)C=C1C(=NN(C1=O)C1=CC=C(C(=O)O)C=C1)C